7-Tritriacontene CCCCCCC=CCCCCCCCCCCCCCCCCCCCCCCCCC